4-oxo-N-(4-(piperazin-1-yl)phenyl)butanamide O=CCCC(=O)NC1=CC=C(C=C1)N1CCNCC1